Boc-pyroglutamic acid ethyl ester C(C)OC([C@H]1N(C(CC1)=O)C(=O)OC(C)(C)C)=O